ClC1=NC(=NN2C1=C(C(=C2)C2=NN(C=C2)C(C)C)C)C=2N(C=CN2)C 4-Chloro-6-(1-isopropyl-1H-pyrazol-3-yl)-5-methyl-2-(1-methyl-1H-imidazol-2-yl)pyrrolo[2,1-f][1,2,4]triazine